C1=CC=C(C=C1)COC(=O)CC(C(=O)O)N L-aspartic acid-beta-benzyl ester